C(C)(C)(C)[C@@H]1CC[C@H](CC1)OC=1C=C2C=CC(=NC2=CC1)CN1CCCCC1 1-((6-(trans-4-tert-Butylcyclohexyloxy)chinolin-2-yl)methyl)piperidin